C12N(CC(NC1)CC2)C(=O)C=2C(=NC(=CC2C)C(F)(F)F)C2=C1C(=NC=C2)C=C(S1)CN1C(C2C(C2C1=O)(C)C)=O 3-((7-(3-(2,5-diazabicyclo[2.2.2]octane-2-carbonyl)-4-methyl-6-(trifluoromethyl)pyridin-2-yl)thieno[3,2-b]pyridin-2-yl)methyl)-6,6-dimethyl-3-azabicyclo[3.1.0]hexane-2,4-dione